4,6-diaminoazobenzene-2,2'-dicarboxylic acid C1=CC=C(C(=C1)C(=O)O)N=NC2=C(C=C(C=C2N)N)C(=O)O